C(C1=CC=CC=C1)OC(=O)C1=C(N=C(S1)Cl)C(F)(F)F 2-chloro-4-trifluoromethyl-1,3-thiazole-5-carboxylic acid benzyl ester